NC1=NC=2C=NC(=CC2C2=C1COC2)C(=O)N([C@@H](CF)C)CC2=NC=C(C=C2)C#N 4-amino-N-((5-cyano-2-pyridinyl)methyl)-N-((2R)-1-fluoro-2-propanyl)-1,3-dihydrofuro[3,4-c][1,7]naphthyridine-8-carboxamide